COC(=O)C1NCCN(C1)C(=O)OC(C)(C)C 4-boc-piperazine-2-carboxylic acid methyl ester